FC=1C=C(C=CC1F)N1C(CC[C@H]1C1=NC2=C(N1[C@H]1CN(CC1)S(=O)(=O)C)C=CC(=C2)C=2C(=NOC2C)C)=O (S)-1-(3,4-difluorophenyl)-5-(5-(3,5-dimethylisoxazol-4-yl)-1-((R)-1-(methylsulfonyl)pyrrolidin-3-yl)-1H-benzo[d]imidazol-2-yl)pyrrolidin-2-one